methyl 1-(2-chloro-3-fluorophenyl)-4-(methylamino)-2-oxo-7-(trifluoromethyl)-1,2-dihydro-1,8-naphthyridine-3-carboxylate ClC1=C(C=CC=C1F)N1C(C(=C(C2=CC=C(N=C12)C(F)(F)F)NC)C(=O)OC)=O